F[C@@H]1CN(CC1)CC=1C=C(C(N(C1)CCC(F)(F)F)=O)C(=O)NC1=CC(=CC=C1)C(CC1=NN=CN1C)(C)C (S)-5-((3-Fluoropyrrolidin-1-yl)methyl)-N-(3-(2-methyl-1-(4-methyl-4H-1,2,4-triazol-3-yl)propan-2-yl)phenyl)-2-oxo-1-(3,3,3-trifluoropropyl)-1,2-dihydropyridine-3-carboxamide